CC1(CC1)OC1=C2N=CN(C2=NC=N1)C1OCCCC1 6-(1-methylcyclopropoxy)-9-(tetrahydro-2H-pyran-2-yl)-9H-purine